(1-(thien-2-ylsulfonyl)-1,2,3,4-tetrahydroquinolin-6-yl)butane-1-sulfonamide S1C(=CC=C1)S(=O)(=O)N1CCCC2=CC(=CC=C12)C(CCC)S(=O)(=O)N